6-({2-methylimidazo[1,2-b]pyridazin-7-yl}amino)pyridin CC=1N=C2N(N=CC(=C2)NC2=CC=CC=N2)C1